phenylmethylsilylidenebis(indenyl)zirconium dichloride [Cl-].[Cl-].C1(=CC=CC=C1)C[SiH]=[Zr+2](C1C=CC2=CC=CC=C12)C1C=CC2=CC=CC=C12